2-Methyl-2-(4-methylpent-3-enyl)-7-pentyl-5-chromenol CC1(OC=2C=C(C=C(C2C=C1)O)CCCCC)CCC=C(C)C